6-(5-Methyltetrahydrofuran-2-ylmethylamino)-9-(tetrahydrofuran-2-yl)purin CC1CCC(O1)CNC1=C2N=CN(C2=NC=N1)C1OCCC1